(2-Amino-2-oxo-ethyl)-[2-[2-[[4-[[3-(2,3-difluoro-4-methoxy-phenyl)imidazo[1,2-a]pyrazin-8-yl]amino]-2-ethyl-phenyl]methylamino]ethoxy]ethyl]-dimethyl-ammonium formate C(=O)[O-].NC(C[N+](C)(C)CCOCCNCC1=C(C=C(C=C1)NC=1C=2N(C=CN1)C(=CN2)C2=C(C(=C(C=C2)OC)F)F)CC)=O